C(C)(C)(C)OC(NC/C(=C\F)/COC=1C=NC(=NC1)N1CCC2(CC(NC2)=O)CC1)=O N-[(E)-3-fluoro-2-[[2-(3-oxo-2,8-diazaspiro[4.5]decan-8-yl)pyrimidin-5-yl]oxymethyl]allyl]carbamic acid tert-butyl ester